N-(8-((2,6-dimethylbenzyl)amino)-2,3-dimethylimidazo[1,2-a]pyridin-6-yl)pivalamide CC1=C(CNC=2C=3N(C=C(C2)NC(C(C)(C)C)=O)C(=C(N3)C)C)C(=CC=C1)C